6-bromo-3-ethylquinazolin-4(3H)-one BrC=1C=C2C(N(C=NC2=CC1)CC)=O